FC(C1=CC=C(C=C1)[B-](C1=CC=C(C=C1)C(F)(F)F)(C1=CC=C(C=C1)C(F)(F)F)C1=CC=C(C=C1)C(F)(F)F)(F)F.C(CCC)[NH+](CCCC)CCCC Tributylammonium tetra(p-trifluoromethylphenyl)borat